C1(CCC1)C=1C(=NN(C1NC(CC1CC(C1)(F)F)=O)C)C1CCCCC1 N-(4-cyclobutyl-3-cyclohexyl-1-methyl-1H-pyrazol-5-yl)-2-(3,3-difluorocyclobutyl)acetamide